The molecule is an oligosaccharide derivative consisting of two alpha-D-galacturonosyl-(1->3)-alpha-D-galacturonosyloxy disaccharide units linked via a dithiodiethyl divalent group. One of a panel of synthetic oligosaccharide derivatives designed to reveal a critical role of the rare aminosugar 2-acetamido-4-amino-2,4-dideoxy-D-fucose (2-acetamido-4-amino-2,4,6-trideoxy-D-galactose; D-AAT) for serotype 1 immune recognition (PMID:29632881). It is an oligosaccharide derivative and an organic disulfide. C(CSSCCO[C@@H]1[C@@H]([C@H]([C@H]([C@H](O1)C(=O)O)O)O[C@@H]2[C@@H]([C@H]([C@H]([C@H](O2)C(=O)O)O)O)O)O)O[C@@H]3[C@@H]([C@H]([C@H]([C@H](O3)C(=O)O)O)O[C@@H]4[C@@H]([C@H]([C@H]([C@H](O4)C(=O)O)O)O)O)O